methyl (S)-(4-(1-phenylethoxy)benzoyl)glycinate C1(=CC=CC=C1)[C@H](C)OC1=CC=C(C(=O)NCC(=O)OC)C=C1